6-(2,6-dichloro-4-nitrophenoxy)-4-ethylquinoline ClC1=C(OC=2C=C3C(=CC=NC3=CC2)CC)C(=CC(=C1)[N+](=O)[O-])Cl